1-bromo-2,5-diethoxy-4-(trifluoromethyl)benzene BrC1=C(C=C(C(=C1)OCC)C(F)(F)F)OCC